3-[(triphenylmethyl)carbamoyl]propanoic acid C1(=CC=CC=C1)C(C1=CC=CC=C1)(C1=CC=CC=C1)NC(=O)CCC(=O)O